[2-[bis(phosphonomethyl)-amino]ethyl-(phosphonomethyl)amino]methylphosphonic acid P(=O)(O)(O)CN(CCN(CP(=O)(O)O)CP(O)(O)=O)CP(=O)(O)O